2,7-dibromo-9,9-diphenylfluorene BrC1=CC=2C(C3=CC(=CC=C3C2C=C1)Br)(C1=CC=CC=C1)C1=CC=CC=C1